methyl-2-((3,5-bis(trifluoromethyl) benzylidene) amino)-2-isopropylbut-3-enoate COC(C(C=C)(C(C)C)N=CC1=CC(=CC(=C1)C(F)(F)F)C(F)(F)F)=O